6-(4,4'-dimethoxytrityl)-hexylamine COC1=CC=C(C(C2=CC=C(C=C2)OC)(C2=CC=CC=C2)CCCCCCN)C=C1